tert-butyl (2-(7-fluoro-4-hydroxy-1H-indol-3-yl)ethyl)carbamate FC=1C=CC(=C2C(=CNC12)CCNC(OC(C)(C)C)=O)O